FC1=CC(=CC=2N(C(=NC21)C2=CC=C(C=C2)S(=O)(=O)C)C)C2CCN(CC2)C2CCN(CC2)C(C)C 4-Fluoro-6-(1'-isopropyl-[1,4'-bipiperidin]-4-yl)-1-methyl-2-(4-(methylsulfonyl)phenyl)-1H-benzo[d]imidazol